2-(4-(2,4-dichlorophenyl)-5-(methylthio)-4H-1,2,4-triazol-3-yl)ethan-1-ol ClC1=C(C=CC(=C1)Cl)N1C(=NN=C1SC)CCO